7-bromo-1-(chloromethyl)naphthalene BrC1=CC=C2C=CC=C(C2=C1)CCl